FC1=CC=C(C=C1)[C@@H]1N(CCC1)C1=NC=2N(C=C1)N=CC2C(=O)O (R)-5-(2-(4-fluorophenyl)pyrrolidin-1-yl)pyrazolo[1,5-a]pyrimidine-3-carboxylic acid